4-(2-methoxyethoxy)quinoline-2-carboxylic acid COCCOC1=CC(=NC2=CC=CC=C12)C(=O)O